C1(CC1)NC(C1=C(C=C(C=C1OC)C1=CN=C2N1C=CC(=C2)C=2N=NC(=CC2)C)OC(F)F)=O N-cyclopropyl-2-(difluoromethoxy)-6-methoxy-4-[7-(6-methylpyridazin-3-yl)imidazo[1,2-a]pyridin-3-yl]benzamide